C1(CC1)[C@@H]1[C@@H](N1[S@](=O)C(C)(C)C)C(=O)O (2R,3R)-3-cyclopropyl-1-[(R)-2-methylpropane-2-sulfinyl]aziridine-2-carboxylic acid